(S)-1-((4-cyclopropyl-6-((2,2'-dichloro-3'-(7-methyl-5,6,7,8-tetrahydro-2,7-naphthyridine-3-carboxamido)-[1,1'-biphenyl]-3-yl)carbamoyl)pyridin-3-yl)methyl)piperidine-2-carboxylic acid C1(CC1)C1=C(C=NC(=C1)C(NC=1C(=C(C=CC1)C1=C(C(=CC=C1)NC(=O)C=1N=CC=2CN(CCC2C1)C)Cl)Cl)=O)CN1[C@@H](CCCC1)C(=O)O